FC(OCC1=C(C(=O)O)C=CC(=C1)N1[C@H](CCC1)OC1=CC=C(C=C1)OC(F)(F)F)F (2S,4S)-2-((difluoromethoxy)methyl)-4-((4-(trifluoromethoxy)phenoxy)pyrrolidin-1-yl)benzoic acid